COC(N(C1(CCC1)C1=CC(=CC=C1)C(F)(F)F)C[C@@H]1NCCC1)=O N-{[(2R)-pyrrolidin-2-yl]methyl}-N-{1-[3-(trifluoromethyl)phenyl]cyclobutyl}carbamic acid methyl ester